C(C)(C)(C)N(C(C(C)(C)N1C(C2=CC(=CC=C2C1)C1=NC(=NC=C1Cl)NC1CCOCC1)=O)=O)C N-tert-butyl-2-(6-{5-chloro-2-[(oxan-4-yl)amino]pyrimidin-4-yl}-1-oxo-2,3-dihydro-1H-isoindol-2-yl)-N,2-dimethylpropanamide